CC(C)CCC beta-methylpentane